1-(3-Chlorophenyl)-4-(3-chloropropyl)piperazine monohydrochloride Cl.ClC=1C=C(C=CC1)N1CCN(CC1)CCCCl